N(=[N+]=[N-])C1=NC(=CC(=N1)C1=CC=CC=C1)C1=CC=CC=C1 2-azido-4,6-diphenyl-1,3-diazine